CN1N=NC(=C1NC(OC1C(CC2=CC=CC=C12)F)=O)C1=NC(=C(C=C1)NS(=O)(=O)C)C 2-fluoro-2,3-dihydro-1H-inden-1-yl (1-methyl-4-(6-methyl-5-(methylsulfonamido) pyridin-2-yl)-1H-1,2,3-triazol-5-yl)carbamate